BrC=1C=C(CC2=NN=NN2C)C=CC1 5-(3-bromobenzyl)-1-methyl-1H-tetrazole